C(#N)C=1C=NN2C1C(=CC(=C2)C=2C=NN(C2C)C2CC1(C2)CCN(CC1)C(=O)OC(C)(C)C)O[C@H](C)C1=NC=CC=C1 tert-Butyl 2-[4-[3-cyano-4-[(1R)-1-(2-pyridyl)ethoxy]pyrazolo[1,5-a]pyridin-6-yl]-5-methyl-pyrazol-1-yl]-7-azaspiro[3.5]nonane-7-carboxylate